N1N=CC2=CC=C(C=C12)C1=NC(=NC(=N1)NC1(CC1)C1=NN(C=C1)CCOC)N 6-(1H-indazol-6-yl)-N2-[1-[1-(2-methoxyethyl)pyrazol-3-yl]cyclopropyl]-1,3,5-triazine-2,4-diamine